C(C)(=O)OCCC1=C(C(=CC=C1)OC[C@H](O)C=1C=C(C2=C(C=CO2)C1)Br)O |r| (±)-2-(3-(2-(7-bromobenzofuran-5-yl)-2-hydroxy-ethoxy)-2-hydroxy-phenyl)ethyl acetate